(2R,7aR)-2-fluoro-6-methylene-tetrahydro-1H-pyrrolizine-7a-carboxylic acid methyl ester COC(=O)[C@@]12CC(CN2C[C@@H](C1)F)=C